(2S)-2-(tert-butoxycarbonylamino)-5-[4-[[1,4,7,10-tetrakis(2-tert-butoxy-2-oxo-ethyl)-1,4,7,10-tetrazacyclododec-2-yl]methyl]phenyl]pentanoic acid C(C)(C)(C)OC(=O)N[C@H](C(=O)O)CCCC1=CC=C(C=C1)CC1N(CCN(CCN(CCN(C1)CC(OC(C)(C)C)=O)CC(OC(C)(C)C)=O)CC(OC(C)(C)C)=O)CC(=O)OC(C)(C)C